[O-]CCCC.[Zn+2].[O-]CCCC zinc n-butoxide